2-(6-fluoro-1H-benzo[d]imidazol-2-yl)acetonitrile FC=1C=CC2=C(NC(=N2)CC#N)C1